C(C)(C)(C)[C@@H]1CC=2C=C3C(=NC2CC1)SC(=N3)C(=O)N[C@H](CCN(C)C)C3=CC(=CC=C3)C(N[C@@H]3CNCC3)=O (7S)-7-tert-butyl-N-[(1R)-3-(dimethylamino)-1-[3-[[(3S)-pyrrolidin-3-yl]carbamoyl]phenyl]propyl]-5,6,7,8-tetrahydrothiazolo[5,4-b]quinoline-2-carboxamide